OC(C#N)(CCC)CCC 2-hydroxy-2-propylvaleronitrile